S1C(=NC2=C1C=CC=C2)SCCCS(=O)(=O)O 3-(2-benzothiazolylthio)propanesulfonic acid